CN1C=2C=CC(=NC2C(=CC1=O)N1C[C@H]([C@H](CC1)OCC1=CC=C(C=C1)OC(F)(F)F)C)C(=O)N |r| (+/-)-5-Methyl-8-((3R,4S)-3-methyl-4-((4-(trifluoromethoxy)benzyl)oxy)piperidin-1-yl)-6-oxo-5,6-dihydro-1,5-naphthyridin-2-carboxamid